NC1=C2C(=NC=N1)N(N=C2C2=NOC(=C2C2=NC=C(C(=N2)C)N2CCN(CC2)C(=O)OC(C)(C)C)C2CC2)C(C)(C)C tert-butyl 4-[2-[3-(4-amino-1-tert-butyl-pyrazolo[3,4-d]pyrimidin-3-yl)-5-cyclopropyl-isoxazol-4-yl]-4-methyl-pyrimidin-5-yl]piperazine-1-carboxylate